CC1=CC=C(C=C1)S(=O)(=O)OCC(=O)OC(C)(C)C t-butyl α-(p-toluenesulfonyloxy)-acetate